COC=1C=C(C=CC1OC)C(COC1=CC(=CC=C1)OC)=O 1-(3,4-dimethoxyphenyl)-2-(3-methoxyphenoxy)ethan-1-one